3-(6-(aminomethyl)-1-oxoisoquinolin-2(1H)-yl)piperidine-2,6-dione NCC=1C=C2C=CN(C(C2=CC1)=O)C1C(NC(CC1)=O)=O